N-[4-[[1-(2-aminoacetyl)azetidin-3-yl]methylcarbamoyl]-3-chloro-phenyl]-5-(2,3-difluoro-4-methoxyphenyl)-1-methylimidazole-2-carboxamide NCC(=O)N1CC(C1)CNC(=O)C1=C(C=C(C=C1)NC(=O)C=1N(C(=CN1)C1=C(C(=C(C=C1)OC)F)F)C)Cl